5-amino-4-((4-bromophenyl)amino)-2-methylbenzofuran-7-carbonitrile NC=1C=C(C2=C(C=C(O2)C)C1NC1=CC=C(C=C1)Br)C#N